3,6-dihexyl-9H-carbazole C(CCCCC)C=1C=CC=2NC3=CC=C(C=C3C2C1)CCCCCC